(1s,2r,3r,5r)-8-(9-(4-chloro-2-methyl-2H-indazol-5-yl)-7H-imidazo[1,2-c]pyrrolo[3,2-e]pyrimidin-5-yl)-2-fluoro-8-azabicyclo[3.2.1]octane-3-amine ClC=1C2=CN(N=C2C=CC1C1=CNC2=C1C=1N(C(=N2)N2[C@@H]3[C@@H]([C@@H](C[C@H]2CC3)N)F)C=CN1)C